C(#C)C=1C(=CC=C2C=C(C=C(C12)C1=C(C2=C(C=N1)N(C(N2C)=O)C2[C@@H]1CN(C[C@H]21)C(=O)OC(C)(C)C)F)OCOC)F tert-butyl (1R,5S)-6-[6-[8-ethynyl-7-fluoro-3-(methoxymethoxy)-1-naphthyl]-7-fluoro-1-methyl-2-oxo-imidazo[4,5-c]pyridin-3-yl]-3-azabicyclo[3.1.0]hexane-3-carboxylate